2-morpholino-quinoline-4-carbonitrile O1CCN(CC1)C1=NC2=CC=CC=C2C(=C1)C#N